2-(4,6-dichloro-3-pyridyl)propan-2-ol ClC1=C(C=NC(=C1)Cl)C(C)(C)O